6-(pyrrolidin-3-yloxy)-2-thieno[2,3-c]pyridin-5-yl-3H-quinazolin-4-one hydrochloride Cl.N1CC(CC1)OC=1C=C2C(NC(=NC2=CC1)C=1C=C2C(=CN1)SC=C2)=O